[Si](C)(C)(C(C)(C)C)OCC(C(=O)NNC(=O)C=1C(=CC2=C(N(C([C@H](CS2)NC(OC(C)(C)C)=O)=O)CC2=CC=C(C=C2)C#N)C1)F)(C)C tert-butyl N-[(3R)-7-[[[3-[tert-butyl (dimethyl)silyl]oxy-2,2-dimethyl-propanoyl]amino]carbamoyl]-5-[(4-cyanophenyl)methyl]-8-fluoro-4-oxo-2,3-dihydro-1,5-benzothiazepin-3-yl]carbamate